ClC=1SC2=C(N1)C(=CC(=C2)OC)C(=O)C2(CCC2)C(F)(F)F (2-chloro-6-methoxybenzo[d]thiazol-4-yl)(1-(trifluoromethyl)cyclobutyl)methanone